CS(=O)(=O)C1=NC=2C3=C(CCC2C(=N1)S(=O)(=O)C)C=C(C=C3)OC 2,4-dimethanesulfonyl-8-methoxy-5H,6H-benzo[h]quinazoline